C(C)(C)(C)OC(=O)NC=1SC=C(N1)/C(/C(=O)ON1C(CCC1=O)=O)=N/OC1(CCC1)C(=O)OC(C)(C)C tert-butyl 1-{[(Z)-(1-{2-[(tert-butoxycarbonyl)amino]-1,3-thiazol-4-yl}-2-[(2,5-dioxopyrrolidin-1-yl)oxy]-2-oxoethylidene)amino]oxy}cyclobutane-1-carboxylate